5,7-dihydroxy-4-(4-pyridinyl)coumarin tert-butyl-6-[3-[4-[1-(2,6-dioxo-3-piperidyl)-3-methyl-2-oxo-benzimidazol-5-yl]-1-piperidyl]propoxy]-2-azaspiro[3.3]heptane-2-carboxylate C(C)(C)(C)OC(=O)N1CC2(C1)CC(C2)OCCCN2CCC(CC2)C2=CC1=C(N(C(N1C)=O)C1C(NC(CC1)=O)=O)C=C2.OC2=C1C(=CC(OC1=CC(=C2)O)=O)C2=CC=NC=C2